O=C1NC(CCC1N1C(C2=CC=C(C=C2C1=O)N1CCC(CC1)N1CCN(CC1)CC(=O)NC1=CNC(=C1C)\C=C\1/C(NC2=CC=C(C=C12)F)=O)=O)=O (Z)-2-(4-(1-(2-(2,6-dioxopiperidin-3-yl)-1,3-dioxoisoindol-5-yl)piperidin-4-yl)piperazin-1-yl)-N-(5-((5-fluoro-2-oxoindole-3-ylidene)methyl)-4-methyl-1H-pyrrol-3-yl)acetamide